C1OCC2=C1C=CC=C2CN[C@H](C(=O)O)CCC(C)(C)C (2S)-2-{[(1,3-dihydro-2-benzofuran-4-yl)methyl]amino}-5,5-dimethylhexanoic acid